C(C)P([O-])(=O)C.[Sn+4].C(C)P([O-])(=O)C.C(C)P([O-])(=O)C.C(C)P([O-])(=O)C tin ethylmethylphosphinate